4-(5-acetyl-2-(4-fluoro-2,6-dimethylphenoxy)phenyl)-N,N-diethyl-6-methyl-7-oxo-6,7-dihydrothieno[2,3-c]pyridine-2-carboxamide C(C)(=O)C=1C=CC(=C(C1)C=1C2=C(C(N(C1)C)=O)SC(=C2)C(=O)N(CC)CC)OC2=C(C=C(C=C2C)F)C